5-(((2S,3S)-3-((5-iodo-2-methoxybenzyl)amino)-2-phenylpiperidin-1-yl)methyl)-2,4-dihydro-3H-1,2,4-triazol-3-one IC=1C=CC(=C(CN[C@@H]2[C@@H](N(CCC2)CC=2NC(NN2)=O)C2=CC=CC=C2)C1)OC